(2-ethyl-1-methyl-1H-pyrrolo[3,2-b]pyridin-3-yl)(4-hydroxyphenyl)methanone C(C)C1=C(C2=NC=CC=C2N1C)C(=O)C1=CC=C(C=C1)O